1-butyl-2,3-dimethylimidazole chlorine salt [Cl].C(CCC)N1C(N(C=C1)C)C